C1(CC1)C=1C2=C(C(N(C1)C1=NC(=CC(=C1)C1=C(C=C(C=C1)F)C=1N(C=CN1)C)OC)=O)NC(=C2)CN2C[C@H](CCC2)C 4-Cyclopropyl-6-[4-[4-fluoro-2-(1-methylimidazol-2-yl)phenyl]-6-methoxypyridin-2-yl]-2-[[(3S)-3-methylpiperidin-1-yl]methyl]-1H-pyrrolo[2,3-c]pyridin-7-one